Benzyl ((R)-1-(2-(2-chloroacetyl)-2-(((S)-2-oxopyrrolidin-3-yl)methyl)hydrazineyl)-4-methyl-1-oxopentan-2-yl)carbamate ClCC(=O)N(NC([C@@H](CC(C)C)NC(OCC1=CC=CC=C1)=O)=O)C[C@H]1C(NCC1)=O